C(C)(=O)O[C@@H]1[C@H]([C@H]([C@@H]([C@H](C1)C1=CC(=CC=C1)OC)NC(=O)OC)OC(C)=O)OC(C)=O (1S,2R,3S,4R,5R)-4-((Methoxycarbonyl)amino)-5-(3-methoxyphenyl)cyclohexane-1,2,3-triyl triacetate